6,10,14-trimethylpentadec-4,5-dien-2-one CC(=C=CCC(C)=O)CCCC(CCCC(C)C)C